CS(=O)(=O)O.C(C)(C)(C)C=1NC(=C(N1)C1=CC=C(C=C1)F)C1=CC=C2C(=N1)N(C(=N2)N)CC(C)(C)C 5-(2-(tert-butyl)-4-(4-fluorophenyl)-1H-imidazol-5-yl)-3-neopentyl-3H-imidazo[4,5-b]pyridin-2-amine methansulfonate